4-(5-(1-amino-2-(hydroxyamino)vinyl)benzo[d]oxazol-2-yl)picolinic acid ethyl ester C(C)OC(C1=NC=CC(=C1)C=1OC2=C(N1)C=C(C=C2)C(=CNO)N)=O